rac-benzyl (2S,4R)-4-((tert-butoxycarbonyl)(methyl)amino)-2-(4-fluorophenyl)piperidine-1-carboxylate C(C)(C)(C)OC(=O)N([C@H]1C[C@H](N(CC1)C(=O)OCC1=CC=CC=C1)C1=CC=C(C=C1)F)C |r|